CN(\C=C\C1=C(C=CC(=C1)OC1=CC=CC=C1)[N+](=O)[O-])C Dimethyl-[(E)-2-(2-nitro-5-phenoxyphenyl)vinyl]Amine